C(C)OP(=S)(S)OCC diethoxy-mercapto-sulfanylidenephosphorane